1-chloro-4-hydrazinylpyrido[3,4-d]pyridazine ClC1=C2C(=C(N=N1)NN)C=NC=C2